N1N=CC=2C1=NC=C(N2)C(=O)N2CC(CCC2)COC2=C(C=CC=C2)C (1H-pyrazolo[3,4-b]pyrazin-5-yl)(3-((o-tolyloxy)methyl)piperidin-1-yl)methanone